NCC(F)(F)C=1C=NC(=NC1)C1=C(C=C(C#N)C=C1)OC=1N(N=C(C1)C1=NC=CC=C1)C 4-[5-(2-amino-1,1-difluoroethyl)pyrimidin-2-yl]-3-(2-methyl-5-pyridin-2-ylpyrazol-3-yl)oxybenzonitrile